2-[(1-methyl-1H-tetrazol-5-yl)sulfanyl]-5-nitro-N-[4-(pyridin-4-ylmethyl)phenyl]benzamide CN1N=NN=C1SC1=C(C(=O)NC2=CC=C(C=C2)CC2=CC=NC=C2)C=C(C=C1)[N+](=O)[O-]